naphthalene-2,3,6,7-tetracarboxylic acid C1=C(C(=CC2=CC(=C(C=C12)C(=O)O)C(=O)O)C(=O)O)C(=O)O